FC=1C=C(C=CC1F)NC(NC=1C=C(SC1)C1=CC(=NC=C1)C(=O)NC1CCCCC1)=S 4-{4-[3-(3,4-difluorophenyl)thioureido]-thiophenyl}-N-cyclohexylpyridine-2-formamide